trans-(4-(3,4-dihydroisoquinolin-2(1H)-yl)-3-hydroxypiperidin-1-yl)(6-(piperidin-4-ylamino)pyrimidin-4-yl)methanone C1N(CCC2=CC=CC=C12)[C@H]1[C@@H](CN(CC1)C(=O)C1=NC=NC(=C1)NC1CCNCC1)O